N-(1-(2-(Cyclopropancarboxamido)pyridin-4-yl)-1H-indol-4-yl)-1H-pyrrol-2-carboxamid C1(CC1)C(=O)NC1=NC=CC(=C1)N1C=CC2=C(C=CC=C12)NC(=O)C=1NC=CC1